CC1(OB(OC1(C)C)C=1C=NN2C1C=CC(=C2)C2CN(C2)C(=O)OC(C)(C)C)C tert-butyl 3-(3-(4,4,5,5-tetramethyl-1,3,2-dioxaborolan-2-yl)pyrazolo[1,5-a]pyridin-6-yl)azetidine-1-carboxylate